FC=1C(=NC(=NC1)NC1=CC=C(C=C1)OCCOC)NC1=CC(=CC=C1)NC 5-fluoro-N2-(4-(2-methoxyethoxy)phenyl)-N4-(3-(methylamino)phenyl)pyrimidine-2,4-diamine